ClC1=NC=C2C(=N1)N(N=C2)[C@@H]2CC[C@H]1CN([C@@H]21)C(C)=O 1-[(1S,4R,5R)-4-(6-chloropyrazolo[3,4-d]pyrimidin-1-yl)-6-azabicyclo[3.2.0]heptan-6-yl]ethanone